O1CC(C1)N1CC=2NN=C(C2C1)C=O (5-(oxetan-3-yl)-1,4,5,6-tetrahydropyrrolo[3,4-c]pyrazol-3-yl)methanone